C1(=CC=CC=C1)S(=O)(=O)OC=1C=CC=2C=CC3=CC=CC=C3C2C1 phenanthren-3-yl benzenesulfonate